2-chloro-N-((1-(4-chloro-1-methyl-1H-imidazol-2-yl)piperidin-4-yl)methyl)pyrido[2,3-d]pyrimidin-4-amine ClC=1N=C(C2=C(N1)N=CC=C2)NCC2CCN(CC2)C=2N(C=C(N2)Cl)C